O=C1NC(CCC1NC(C1=C(C=C(C=C1)N1CCC(CC1)CO)F)=O)=O N-(2,6-dioxopiperidin-3-yl)-2-fluoro-4-(4-(hydroxymethyl)piperidin-1-yl)benzamide